N-(2-{1-[7-(dimethylamino)-[1,2,4]triazolo[1,5-a]pyrimidin-6-yl]piperidin-4-yl}ethyl)aminosulfonamide CN(C1=C(C=NC=2N1N=CN2)N2CCC(CC2)CCNNS(=O)=O)C